(1R,2S)-N-(4-(2,6-dimethoxyphenyl)-5-(3-pyridinyl)-4H-1,2,4-triazol-3-yl)-1-ethoxy-1-(5-methyl-2-pyrimidinyl)-2-propanesulfonamide COC1=C(C(=CC=C1)OC)N1C(=NN=C1C=1C=NC=CC1)NS(=O)(=O)[C@H]([C@@H](C1=NC=C(C=N1)C)OCC)C